2-(4-((cis)-2,6-dimethylmorpholino)-5-methylphthalazin-1-yl)-5-(trifluoromethyl)phenol C[C@@H]1O[C@@H](CN(C1)C1=NN=C(C2=CC=CC(=C12)C)C1=C(C=C(C=C1)C(F)(F)F)O)C